N(=C=O)C1(CC(CC(C1)(C)C)(C)N=C=O)C 1-isocyanato-3-isocyanato-methyl-3,5,5-trimethylcyclohexane